3-(3,4-difluorobenzyl)-6-((S)-3-hydroxypyrrolidin-1-yl)isobenzofuran-1(3H)-one FC=1C=C(CC2OC(C3=CC(=CC=C23)N2C[C@H](CC2)O)=O)C=CC1F